C(CCCCCCC)[P] monooctyl-phosphorus